4-({3-[(1-cyanocyclopropyl)carbamoyl]-2-methylphenyl}amino)-3-cyclopropyl-N-[(2Z)-imidazolidin-2-ylidene]benzamide C(#N)C1(CC1)NC(=O)C=1C(=C(C=CC1)NC1=C(C=C(C(=O)N=C2NCCN2)C=C1)C1CC1)C